C(CCCCCCC\C=C/C[C@H](O)CCCCCC)(=O)OCCCCCCCCCCCCCCCCCCCCCC behenyl ricinoleate